CSC=1N=CC2=C(N1)C(OC(=C2)C=O)=O 2-(methylsulfanyl)-8-oxo-8H-pyrano[3,4-d]pyrimidine-6-carbaldehyde